1-piperazin-1-ylpropan N1(CCNCC1)CCC